(3R)-7-((S)-4-acryloyl-2-methylpiperazin-1-yl)-9-chloro-3-((4-(2,2-difluoroethyl)piperazin-1-yl)methyl)-10-(2,4-difluorophenyl)-2H-[1,4]thiazino[2,3,4-ij]quinazolin-5(3H)-one C(C=C)(=O)N1C[C@@H](N(CC1)C1=NC(N2C3=C(C(=C(C=C13)Cl)C1=C(C=C(C=C1)F)F)SC[C@H]2CN2CCN(CC2)CC(F)F)=O)C